isododecene CC(C)(C)CC(=C)CC(C)(C)C